[7-(difluoromethoxy)-4-[3-(4-fluorophenyl)-1-methyl-1H-pyrazol-4-yl]pyrido[3,2-d]pyrimidin-6-yl]-3-(dimethylamino)bicyclo[1.1.1]pentane-1-carboxamide FC(OC1=CC=2N=CN=C(C2N=C1C1C2(CC1(C2)N(C)C)C(=O)N)C=2C(=NN(C2)C)C2=CC=C(C=C2)F)F